(3R,4R)-4-((7-(4-chlorophenyl)-5-fluoropyrrolo[2,1-f][1,2,4]triazin-2-yl)amino)-1-(methylsulfonyl)piperidin-3-ol ClC1=CC=C(C=C1)C1=CC(=C2C=NC(=NN21)N[C@H]2[C@@H](CN(CC2)S(=O)(=O)C)O)F